C(C)(C)(C)N(C(O)=O)C/C(=C/F)/CN1N=CN(C1=O)C=1SC(=CN1)Br.NC1=C(C=CC=C1)C(=O)C1=CC(=C(C=C1)OC)OC (2-aminophenyl)(3,4-dimethoxyphenyl)methanone tert-butyl-(Z)-(2-((4-(5-bromothiazol-2-yl)-5-oxo-4,5-dihydro-1H-1,2,4-triazol-1-yl)methyl)-3-fluoroallyl)carbamate